ClC1=C(C=CC=C1NC(=O)C1=CC=C(C=N1)CNCCCNC(OC(C)(C)C)=O)C1=C(C(=CC=C1)NC(C1=NC=C(C=C1)CNCCO)=O)C tert-butyl (3-(((6-((2-chloro-3'-(5-(((2-hydroxyethyl)amino)methyl) picolinamido)-2'-methyl-[1,1'-biphenyl]-3-yl)carbamoyl)pyridin-3-yl)methyl)amino) propyl)carbamate